[Mg].[Co].[Fe] iron cobalt magnesium